ClC1=C(C=CC(=C1)OC(F)(F)F)[C@H]1[C@@H](O[C@](C1)(C(F)(F)F)C)C(=O)NC1=CC(=NC=C1)C(=O)N |r| rac-4-((2R,3S,5R)-3-(2-chloro-4-(trifluoromethoxy)phenyl)-5-methyl-5-(trifluoromethyl)tetrahydrofuran-2-carboxamido)picolinamide